(2-fluoro-5-(trifluoromethoxy)benzyl)-5-(2-(2-hydroxy-2-methylpropanamido)imidazo[1,2-b]pyridazin-6-yl)-2-methoxynicotinamide FC1=C(CC2=NC(=C(C(=O)N)C=C2C=2C=CC=3N(N2)C=C(N3)NC(C(C)(C)O)=O)OC)C=C(C=C1)OC(F)(F)F